COC=1C=C(C=CC1)C=1N=C(NC1)C1COC2=CC=C(C=C2C1)OC1=C2CCC(NC2=NC=C1)=O 5-[3-[4-(3-methoxyphenyl)-1H-imidazol-2-yl]chroman-6-yl]oxy-3,4-dihydro-1H-1,8-naphthyridin-2-one